chloro-N-(5-(4-hydroxycyclohex-1-en-1-yl)-3H-imidazo[4,5-b]pyridin-2-yl)-5'-methoxy-6-methyl-[4,4'-bipyridine]-3-carboxamide ClC1=NC(=CC(=C1C(=O)NC1=NC=2C(=NC(=CC2)C2=CCC(CC2)O)N1)C1=CC=NC=C1OC)C